5-(4-methoxy-2-(((1s,4s)-4-methoxycyclohexyl)amino)-7H-pyrrolo[2,3-d]pyrimidin-5-yl)-N-methylpyrazolo[1,5-a]pyridine-3-carboxamide COC=1C2=C(N=C(N1)NC1CCC(CC1)OC)NC=C2C2=CC=1N(C=C2)N=CC1C(=O)NC